N-(2-((2S,3R)-1,2-dimethylpiperidin-3-yl)-5-fluorothieno[2,3-b]pyridin-4-yl)-4,6-difluorobenzo[d]thiazol-5-amine CN1[C@H]([C@@H](CCC1)C1=CC=2C(=NC=C(C2NC=2C(=CC3=C(N=CS3)C2F)F)F)S1)C